5-bromo-2-(10-(4-phenylnaphthalen-1-yl)anthracen-9-yl)pyridine Methyl-2-((tert-butoxycarbonyl)amino)-5-(2-fluoro-3-methoxyphenyl)-4-phenylthiophene-3-carboxylate COC(=O)C1=C(SC(=C1C1=CC=CC=C1)C1=C(C(=CC=C1)OC)F)NC(=O)OC(C)(C)C.BrC=1C=CC(=NC1)C=1C2=CC=CC=C2C(=C2C=CC=CC12)C1=CC=C(C2=CC=CC=C12)C1=CC=CC=C1